3-chloro-N-[(2,4-dimethoxyphenyl)methyl]-2,6-difluoro-N-(6-fluoro-2-pyridyl)-4-[3-methyl-3-[1-methyl-2-piperidyl]pyrrolidin-1-yl]benzenesulfonamide ClC=1C(=C(C(=CC1N1CC(CC1)(C1N(CCCC1)C)C)F)S(=O)(=O)N(C1=NC(=CC=C1)F)CC1=C(C=C(C=C1)OC)OC)F